5-(tributylstannyl)thiophen-2-ol C(CCC)[Sn](C1=CC=C(S1)O)(CCCC)CCCC